C1(CC(C(CC1)C(C)C)C(=O)NCC(=O)O)C Nα-(menthanecarbonyl)glycine